2-{[(1S)-1-(4-{1-[azetidin-3-yl(methyl)amino]-4,4-difluorocyclohexyl}phenyl)ethyl]amino}-8-(propan-2-yl)pyrido[2,3-d]pyrimidin-7(8H)-one N1CC(C1)N(C1(CCC(CC1)(F)F)C1=CC=C(C=C1)[C@H](C)NC=1N=CC2=C(N1)N(C(C=C2)=O)C(C)C)C